BrC=1C=C(C(=O)[O-])C=CC1C=O 3-bromo-4-formyl-benzoate